[Ba].C1=CC(=C2C(=CC=C3C4=CC=C(C=5C(=CC=C(C1=C23)C45)C(=O)O)C(=O)O)C(=O)O)C(=O)O perylene-3,4,9,10-tetracarboxylic acid barium